lithium difluoroborate salt B([O-])(F)F.[Li+]